5-methoxy-2,2-dimethyl-N-(3-methyl-1-(3-(1-methylpiperidin-4-yl)propyl)-1H-isoindol-6-yl)-2H-chromene-6-carboxamide COC1=C2C=CC(OC2=CC=C1C(=O)NC1=CC=C2C(=NC(C2=C1)CCCC1CCN(CC1)C)C)(C)C